(1S,3S)-Ethyl 3-((2-methyl-6-(3-methyl-4-(((tetrahydro-2H-pyran-2-yl)oxy)methyl) isoxazol-5-yl) pyridin-3-yl)oxy)cyclohexanecarboxylate CC1=NC(=CC=C1O[C@@H]1C[C@H](CCC1)C(=O)OCC)C1=C(C(=NO1)C)COC1OCCCC1